C(CN(CC(=O)O)CC(=O)O)N(CC(=O)O)CC(=O)O ethylendiaminetetraacetic acid